C12CCCC(N1C=1OC3=C(C=C(C=C3C(C1)=O)C)C(C)NC1=C(C(=O)O)C=CC=C1)C2 2-[1-[2-(6-Azabicyclo[3.1.1]heptan-6-yl)-6-methyl-4-oxo-chromen-8-yl]ethylamino]benzoic acid